CN1CCN(CC1)C(=O)C=1C=C2C=CC(=CC2=CC1)CCNC1=NC=NC2=CC=C(C=C12)C#N 4-((2-(6-(4-methylpiperazine-1-carbonyl)naphthalen-2-yl)ethyl)amino)quinazoline-6-carbonitrile